P(=O)(OCC(F)(F)F)(OCC#C)OCC#C 2,2,2-trifluoroethyl bis(propargyl) phosphate